C1(CCCCC1)C1=C(C=C(C=C1)C1=NC(=NO1)C1=CC=C(CN2CC(C2)C(=O)O)C=C1)C(F)(F)F 1-(4-(5-(4-cyclohexyl-3-(trifluoromethyl)phenyl)-1,2,4-oxadiazol-3-yl)benzyl)azetidine-3-carboxylic acid